[N+](=[N-])=CC(CC[C@@H](C(=O)OC([2H])([2H])[2H])NC([C@H](C)OC)=O)=O methyl-d3 (S)-6-diazo-2-((S)-2-methoxypropanamido)-5-oxohexanoate